(1RS,3RS,6RS)-6-dimethylaminomethyl-1-(3-methoxyphenyl)cyclohexane-1,3-diol CN(C)C[C@H]1CC[C@H](C[C@]1(O)C1=CC(=CC=C1)OC)O |r|